Rac-(1-(5-chloro-4-(methylsulfonyl)pyrimidin-2-yl)-4,4-difluoropiperidin-3-yl)methanol ClC=1C(=NC(=NC1)N1C[C@@H](C(CC1)(F)F)CO)S(=O)(=O)C |r|